N'-(2-aminoethyl)ethane-1,2-diamine NCCNCCN